1-(4-cyanophenyl)-N-(5-(2-(((1r,4r)-4-(dimethylamino)cyclohexyl)amino)-8-isopropyl-7-oxo-7,8-dihydropteridin-6-yl)pyridin-2-yl)methanesulfonamide C(#N)C1=CC=C(C=C1)CS(=O)(=O)NC1=NC=C(C=C1)C1=NC=2C=NC(=NC2N(C1=O)C(C)C)NC1CCC(CC1)N(C)C